2-amino-3-butyramido-N-(5-nitrothiazol-2-yl)benzamide NC1=C(C(=O)NC=2SC(=CN2)[N+](=O)[O-])C=CC=C1NC(CCC)=O